tert-Butyl (3R)-3-[(1S)-1-tert-butoxycarbonyl-5-hydroxy-pentyl]pyrrolidine-1-carboxylate C(C)(C)(C)OC(=O)[C@@H](CCCCO)[C@@H]1CN(CC1)C(=O)OC(C)(C)C